methyl 7-(methylsulfonamido)-6-((2,3',5'-trifluoro-[1,1'-biphenyl]-3-yl)methyl)-5-azaspiro[2.4]heptane-5-carboxylate CS(=O)(=O)NC1C(N(CC12CC2)C(=O)OC)CC=2C(=C(C=CC2)C2=CC(=CC(=C2)F)F)F